CC=1C=C(C=CC1OC1=CC2=C(N(C=N2)C)C=C1)NC1=NC=NC2=CC=C(C=C12)C#CC1N(CCC1)C(C=C)=O 1-(2-((4-((3-methyl-4-((1-methyl-1H-benzo[d]imidazol-5-yl)oxy)phenyl)amino)quinazolin-6-yl)ethynyl)pyrrolidin-1-yl)prop-2-en-1-one